t-butyl peroxyacetate (2-ethylhexanoate) C(C)C(C(=O)O)CCCC.C(C)(=O)OOC(C)(C)C